(3,4-methylenedioxyphenyl)-1-(4-hydrazinoformylbenzyl)-1H-indole-3-carboxamide C1OC=2C=C(C=CC2O1)C=1N(C2=CC=CC=C2C1C(=O)N)CC1=CC=C(C=C1)C(=O)NN